4-(Chloromethyl)-7-(trifluoromethyl)quinoline ClCC1=CC=NC2=CC(=CC=C12)C(F)(F)F